N1(CCOCC1)C(CCCCCCCCCCCC)=O 1-(morpholin-4-yl)tridecan-1-one